1-(2-methylbenzo[D]thiazol-6-yl)ethan-1-ol iron naphthate C1(=CC=CC2=CC=CC=C12)C(=O)[O-].[Fe+2].CC=1SC2=C(N1)C=CC(=C2)C(C)O.C2(=CC=CC1=CC=CC=C21)C(=O)[O-]